(S)-quinuclidin-3-yl((R)-5-(4-isopropoxy-3,5-dimethylphenyl)-2,2-dimethyl-2,3-dihydro-1H-inden-1-yl)carbamate N12C[C@H](C(CC1)CC2)OC(N[C@@H]2C(CC1=CC(=CC=C21)C2=CC(=C(C(=C2)C)OC(C)C)C)(C)C)=O